ClC=1N=NC(=CC1C=1C=NC2=CC(=NC=C2C1)N(C)CC1=CC=C(C=C1)OC)Cl 3-(3,6-dichloropyridazin-4-yl)-N-(4-methoxybenzyl)-N-methyl-1,6-naphthyridin-7-amine